1-chloro-6-iodo-hexane ClCCCCCCI